5-(2-chloro-3-fluoro-phenyl)-1-[2-[4-(7-methoxy-2-oxo-4,5-dihydro-1H-1,3-benzodiazepin-3-yl)-1-piperidyl]-2-oxo-ethyl]-3-(2-methyl-2-methylsulfonyl-propyl)pyrimidine-2,4-dione ClC1=C(C=CC=C1F)C=1C(N(C(N(C1)CC(=O)N1CCC(CC1)N1C(NC2=C(CC1)C=C(C=C2)OC)=O)=O)CC(C)(S(=O)(=O)C)C)=O